4-((R)-1-(3-amino-5-(trifluoromethyl)phenyl)ethylamino)-7-(3-fluoropyrrolidin-1-yl)-N,N,2-trimethylpyrido[2,3-d]pyrimidine-6-carboxamide NC=1C=C(C=C(C1)C(F)(F)F)[C@@H](C)NC=1C2=C(N=C(N1)C)N=C(C(=C2)C(=O)N(C)C)N2CC(CC2)F